1,1,3,3-tetrachloro-1-propene ClC(=CC(Cl)Cl)Cl